N1N=CC2=CC(=CC=C12)NC1=NC(=NC=C1)C=1C=C(C2=C(SC(=C2)C(=O)NC2=CN=NC=C2)C1)F 6-(4-((1H-indazol-5-yl)amino)pyrimidin-2-yl)-4-fluoro-N-(pyridazin-4-yl)benzo[b]thiophene-2-carboxamide